FC(C(O)C1=CC=C(C=C1)F)(F)F 2,2,2-trifluoro-1-(4-fluorophenyl)ethanol